C(=C)[Si](OC(O[Si](C=C)(C)C)(O[Si](C=C)(C)C)[SiH3])(C)C tri(vinyl-dimethyl-siloxy)methyl-silane